6-(4-(1-(4-chloro-3-fluorophenyl)-3,3-dimethyl-2,3-dihydro-1H-pyrrolo[3,2-b]pyridine-5-carbonyl)-3,3-dimethylpiperazin-1-yl)-3-methylpicolinic acid ClC1=C(C=C(C=C1)N1CC(C2=NC(=CC=C21)C(=O)N2C(CN(CC2)C2=CC=C(C(=N2)C(=O)O)C)(C)C)(C)C)F